O=C1NCC2=C(C=CC(=C12)NC1=CC=C(C=N1)N1C[C@@]2(CCNC2=O)CCC1)C=1C=NN2C1CCCC2 (S)-7-(6-((3-oxo-7-(4,5,6,7-tetrahydro-pyrazolo[1,5-a]pyridin-3-yl)isoindolin-4-yl)amino)pyridin-3-yl)-2,7-diaza-spiro[4.5]decan-1-one